BrC1=C(SC=2N=CN=C(C21)O[C@@H](C(=O)OCC)CC2=C(C=CC(=C2)O)OCC2=NC(=NC=C2)C2=C(C=CC=C2)OC)C2=CC=C(C=C2)F (R)-ethyl 2-((5-bromo-6-(4-fluorophenyl)thieno[2,3-d]pyrimidin-4-yl)oxy)-3-(5-hydroxy-2-((2-(2-methoxyphenyl)pyrimidin-4-yl)methoxy)phenyl)propanoate